C(C)OC[C@]1(CN(CC1)CC=1N=NC=CC1C#N)CCC1=CC=C(C=C1)F |o1:4| (R or S)-3-((3-(ethoxymethyl)-3-(4-fluorophenethyl)pyrrolidin-1-yl)methyl)pyridazine-4-carbonitrile